8-methyl-2-(4-nitrophenyl)-3-(4-(pyrimidin-2-yloxy)phenyl)imidazo[1,2-c]pyrimidin-5-amine CC=1C=2N(C(=NC1)N)C(=C(N2)C2=CC=C(C=C2)[N+](=O)[O-])C2=CC=C(C=C2)OC2=NC=CC=N2